(R)-1'-(5-Amino-1-(2-chloro-5-fluorophenyl)-1H-pyrazole-4-carbonyl)-6-chloro-5-fluorospiro[benzo[d][1,3]oxazine-4,3'-piperidin]-2(1H)-one NC1=C(C=NN1C1=C(C=CC(=C1)F)Cl)C(=O)N1C[C@@]2(CCC1)C1=C(NC(O2)=O)C=CC(=C1F)Cl